BrC=1C=C2[O+]=C3C=CC(=CC3=C(C2=CC1)C1=C(C=C(C=C1)S(=O)(=O)O)S(=O)(=O)[O-])S(=O)(=O)O 2-(6-bromo-2-sulfoxanthylium-9-yl)-5-sulfobenzenesulfonate